BrC1=CC(=C(C=C1)S(=O)(=O)N1CCC(CC1)CNC(CCl)=O)F N-((1-((4-Bromo-2-fluorophenyl)sulfonyl)piperidin-4-yl)methyl)-2-chloroacetamide